7-n-pentyl-1,4-dimethyl-azulene C(CCCC)C1=CC=C(C2=CC=C(C2=C1)C)C